(S)-N-((S)-1-(5-(4-(6-cyclopropylpyridin-3-yl)phenyl)oxazol-2-yl)-7-oxononyl)-6-methyl-6-azaspiro[2.5]octane-1-carboxamide C1(CC1)C1=CC=C(C=N1)C1=CC=C(C=C1)C1=CN=C(O1)[C@H](CCCCCC(CC)=O)NC(=O)[C@H]1CC12CCN(CC2)C